COC=1C=C(C=CC1OC)C1=CC=NC=2N1N=C(C2)C(=O)NC2=NC=C(C(=O)OCCCN1CCOCC1)C=C2 3-morpholinopropyl 6-(7-(3,4-dimethoxyphenyl)pyrazolo[1,5-a]pyrimidine-2-carboxamido)nicotinate